(1S,3R,4S,5R)-3-((5-chloro-4-(4-fluoro-2-((S)-1-hydroxyethyl)-1-isopropyl-1H-benzo[d]imidazol-6-yl)pyrimidin-2-yl)amino)-6,8-dioxabicyclo[3.2.1]octan-4-ol ClC=1C(=NC(=NC1)N[C@@H]1C[C@H]2CO[C@@H]([C@H]1O)O2)C=2C=C(C1=C(N(C(=N1)[C@H](C)O)C(C)C)C2)F